N-palmitoyl-Serinol C(CCCCCCCCCCCCCCC)(=O)NC(CO)CO